C(C)(C)(C)C1=CC(=NC=C1)N1C2=CC=CC=C2C=2C=CC(=CC12)B(C1=CC=2N(C3=CC=CC=C3C2C=C1)C1=NC=CC=C1)O 9-(4-(tert-butyl)pyridin-2-yl)-2-(hydroxy(9-(pyridin-2-yl)-9H-carbazol-2-yl)boryl)-9H-carbazole